C(C1=CC=CC=C1)OC1=C(C(=O)OCC2=CC=CC=C2)C=CC(=C1)N(C(=O)[C@@H]1N(CCC1)S(=O)(=O)C1=C(C(=C(C(=C1F)F)F)F)F)CC1=CC=C(C=C1)C1CCOCC1 benzyl (R)-2-(benzyloxy)-4-(1-((pentafluorophenyl)sulfonyl)-N-(4-(tetrahydro-2H-pyran-4-yl)benzyl)pyrrolidine-2-carboxamido)benzoate